C(CC#C)C1(N=N1)CCC(=O)O 3-(3-(but-3-ynyl)-3H-diazirin-3-yl)propanoic acid